C(CCC)OC1=C(C(=CC=C1)F)F 1-butoxy-2,3-difluorobenzene